C(C)(C)(C)OC(CC=1SC(=CC1)C1=CC=C(C=C1)C#N)=O 2-[5-(4-cyanophenyl)thiophen-2-yl]acetic acid tert-butyl ester